C[C@@H]1COC2=C(C(=N1)C1=C(C=CC=C1)OCC(F)(F)F)CN(C2=O)C2=CC=C(C(=O)OC)C=C2 methyl 4-{(3R)-3-methyl-8-oxo-5-[2-(2,2,2-trifluoroethoxy) phenyl]-2,3,6,8-tetrahydro-7H-pyrrolo[3,4-f][1,4]oxazepin-7-yl}benzoate